S(N)(OC1=CC=C2C(=C1)CN(C(C21CCN(CC1)C1CCC(CC1)C(C)C)=O)CCNC(=N)N)(=O)=O 2-(2-guanidino-ethyl)-1'-((1s,4s)-4-isopropyl-cyclohexyl)-3-oxo-2,3-dihydro-1H-spiro[isoquinoline-4,4'-piperidin]-7-yl sulfamate